ClC1=CC=C(C=N1)CNC1=CC(=CC(=C1)F)F N-((6-Chloropyridin-3-yl)methyl)-3,5-difluoroaniline